5,6-di-methyl-benzoimidazolyl-pentane CC1=CC2=C(N=C(N2)CCCCC)C=C1C